NC(C(C1=NN=CC2=CC=CC=C12)NC(=O)[C@@H]1[C@H]2C([C@H]2CN1C([C@H](C(C)(C)C)NC(=O)C1COCC1)=O)(C)C)=O (1R,2S,5S)-N-(2-amino-2-oxo-1-phthalazin-1-yl-ethyl)-3-[(2S)-3,3-dimethyl-2-(tetrahydrofuran-3-carbonylamino)butanoyl]-6,6-dimethyl-3-azabicyclo[3.1.0]hexane-2-carboxamide